ClCC(=O)NCC1CCN(CC1)C(=O)C1(CC(OC(C1)(C)C)(C)C)NC1=CC=C(C=C1)Cl 2-chloro-N-((1-(4-((4-chlorophenyl)amino)-2,2,6,6-tetramethyltetrahydro-2H-pyran-4-carbonyl)piperidin-4-yl)methyl)acetamide